CC1=C[C@H](CC=C1)[C@H](C1CCN(CC1)C(=O)N1C[C@@H]2[C@@H](OCC(N2)=O)CC1)C1=CC=CC=C1 |o1:7| (4aR,8aS)-6-(4-((S or R)-((S)-3-Methylcyclohexa-2,4-dien-1-yl)(phenyl)methyl)piperidine-1-carbonyl)hexahydro-2H-pyrido[4,3-b][1,4]oxazin-3(4H)-one